Hydroxyethyl-3,4-methylendioxyanilin HCl Cl.OCCNC1=CC2=C(C=C1)OCO2